COCC1=C(N=CC=2N(C3=CC=C(C=C3C21)CC)C(=O)OC(C)(C)C)C(=O)OCC 9-(tert-butyl) 3-ethyl 4-(methoxymethyl)-6-ethyl-9H-pyrido[3,4-b]indole-3,9-dicarboxylate